1-(2'-chloro-5'H,7'H-spiro[cyclopropane-1,4'-thieno[2,3-c]pyran]-7'-yl)-N-methylmethanamine ClC1=CC2=C(C(OCC23CC3)CNC)S1